CC1=NC(=CC=C1NC(=O)[C@@H]1[C@@H](CCCC1)C(=O)O)C1=C(C(=NO1)C)NC(=O)O[C@H](C)C=1C=NC=CC1 Cis-2-((2-methyl-6-(3-methyl-4-((((R)-1-(pyridin-3-yl)ethoxy)carbonyl)amino)isoxazol-5-yl)pyridin-3-yl)carbamoyl)cyclohexane-1-carboxylic acid